6-fluoro-5'-(1-phenyl-2-{[(1r,4r)-4-aminocyclohexyl]amino}ethyl)-[1,1'-biphenyl]-2-carboxamide FC=1C=CC=C(C1C1=CC=CC(=C1)C(CNC1CCC(CC1)N)C1=CC=CC=C1)C(=O)N